FC1=C2C(NC(=NC2=CC(=C1)OCCC1CCNCC1)CSC1CCOCC1)=O 5-fluoro-7-(2-(piperidin-4-yl)ethoxy)-2-(((tetrahydro-2H-pyran-4-yl)thio)methyl)quinazolin-4(3H)-one